2-imino-6-methylhexahydro-pyrimidin-4-one N=C1NC(CC(N1)=O)C